ClC1=CC(=C(C=C1Cl)NC(=O)N1C2CCC1CC=1C(=NC=CC12)F)OC N-(4,5-dichloro-2-methoxyphenyl)-1-fluoro-6,7,8,9-tetrahydro-5H-5,8-epiminocyclohepta[c]pyridine-10-carboxamide